4,6-dichloro-5-methylpyrimidin ClC1=NC=NC(=C1C)Cl